N-((S)-1-(((R)-1-(4-chlorothiazol-2-yl)-1-oxo-3-((S)-2-oxopyrrolidin-3-yl)propan-2-yl)amino)-4-methyl-1-oxopentan-2-yl)-4-methoxy-1H-indole-2-carboxamide ClC=1N=C(SC1)C([C@@H](C[C@H]1C(NCC1)=O)NC([C@H](CC(C)C)NC(=O)C=1NC2=CC=CC(=C2C1)OC)=O)=O